1-[(3,5-dimethoxyphenyl)carbonyl]piperidin COC=1C=C(C=C(C1)OC)C(=O)N1CCCCC1